(R)-N-(1-cyanocyclopropyl)-1-(5-(difluoromethyl)-1,3,4-thiadiazol-2-yl)-4-(hexahydropyrazino[2,1-c][1,4]oxazin-8(1H)-yl)-1H-benzo[d]imidazole-6-sulfonamide C(#N)C1(CC1)NS(=O)(=O)C=1C=C(C2=C(N(C=N2)C=2SC(=NN2)C(F)F)C1)N1C[C@@H]2COCCN2CC1